CC1=C(C(NC(=C1)C)=O)CN1C(C=2C(=C3C(=C(C2CC1)C=O)OC(O3)(C)C31CCC(CC3)(CC1)N(C)C)C)=O 6-((4,6-dimethyl-2-oxo-1,2-dihydropyridin-3-yl)methyl)-2-(4-(dimethylamino)bicyclo[2.2.2]octan-1-yl)-2,4-dimethyl-5-oxo-5,6,7,8-tetrahydro-[1,3]dioxolo[4,5-g]isoquinolin-9-carbaldehyde